isobutyl 3-(1-((1-((4-(tert-butyl)phenyl)sulfonyl)piperidin-4-yl)methyl)-1H-1,2,3-triazol-4-yl)-5-fluoro-1H-indole-2-carboxylate C(C)(C)(C)C1=CC=C(C=C1)S(=O)(=O)N1CCC(CC1)CN1N=NC(=C1)C1=C(NC2=CC=C(C=C12)F)C(=O)OCC(C)C